CC=1OC2=C(C1C(=O)N[C@H]1CN(CC1)C(=O)OC(C)(C)C)C=C(C=C2)OCC2=CN=CO2 tert-butyl (R)-3-(2-methyl-5-(oxazol-5-ylmethoxy)benzofuran-3-carboxamido)pyrrolidine-1-carboxylate